BrC1=C(C=C(C(=O)N2CC=3N=C(N(C(C3C[C@H]2C)=O)[C@H]2CC[C@H](CC2)NC(C)=O)NC(C)C)C=C1)C(F)(F)F N-((cis)-4-((R)-7-(4-Bromo-3-(trifluoromethyl)benzoyl)-2-(isopropylamino)-6-methyl-4-oxo-5,6,7,8-tetrahydropyrido[3,4-d]pyrimidin-3(4H)-yl)cyclohexyl)-acetamide